tris-(8-hydroxyquinoline) aluminum [Al].OC=1C=CC=C2C=CC=NC12.OC=1C=CC=C2C=CC=NC12.OC=1C=CC=C2C=CC=NC12